3-[4-[3-[4-[(3R,5R)-5-[(5-chloro-1-methyl-6-oxo-pyridazin-4-yl)amino]-1-methyl-3-piperidyl]benzoyl]-3,9-diazaspiro[5.5]undecan-9-yl]-2-methoxy-5-methyl-phenyl]piperidine-2,6-dione ClC1=C(C=NN(C1=O)C)N[C@@H]1C[C@@H](CN(C1)C)C1=CC=C(C(=O)N2CCC3(CC2)CCN(CC3)C3=CC(=C(C=C3C)C3C(NC(CC3)=O)=O)OC)C=C1